1,3,5-tris-(4-tert-butyl-3-hydroxy-2,6-dimethyl-benzyl)-1,3,5-triazine-2,4,6(1H,3H,5H)-trione C(C)(C)(C)C1=C(C(=C(CN2C(N(C(N(C2=O)CC2=C(C(=C(C=C2C)C(C)(C)C)O)C)=O)CC2=C(C(=C(C=C2C)C(C)(C)C)O)C)=O)C(=C1)C)C)O